tert-butyl 4-((1-(5-amino-1,3,4-thiadiazol-2-yl) ethyl) amino)-2-(furan-2-yl)-5,6,8,9-tetrahydro-7H-pyrimido[4,5-d]azepine-7-carboxylate NC1=NN=C(S1)C(C)NC1=NC(=NC=2CCN(CCC21)C(=O)OC(C)(C)C)C=2OC=CC2